1-[2-(1-benzylpiperidin-4-yl)ethyl]-3-[1-(4-fluorophenyl)piperidin-4-yl]urea C(C1=CC=CC=C1)N1CCC(CC1)CCNC(=O)NC1CCN(CC1)C1=CC=C(C=C1)F